NC(C(=O)N(C)[C@H]1COCC=2NC(C=3C=C(C(=CC3C21)F)F)=O)C2=CC(=CC=C2)Cl 2-amino-2-(3-chlorophenyl)-N-((R)-8,9-difluoro-6-oxo-1,4,5,6-tetrahydro-2H-pyrano[3,4-c]isoquinolin-1-yl)-N-methylacetamide